FC(OC1=NC=CC=2C(=CC=CC12)S(=O)[O-])F.[Na+] sodium 1-(difluoromethoxy)isoquinoline-5-sulfinate